N-(thiazol-4-yl)-2-(5-(trifluoromethyl)-1,2,4-oxadiazol-3-yl)-4,7-dihydrothieno[2,3-c]pyridine-6(5H)-carboxamide S1C=NC(=C1)NC(=O)N1CC2=C(CC1)C=C(S2)C2=NOC(=N2)C(F)(F)F